CN1N=CC(=C1N)C#N 1-methyl-4-cyano-5-aminopyrazole